ClC=1N=NC(=CC1)S(=O)C 3-chloro-6-(methylsulfinyl)pyridazine